COC1=NC(=NC(=C1)OC)OC1=C(C(=O)O\N=C\C2=C(C=CC=C2)C(F)(F)F)C(=CC=C1)OC1=NC(=CC(=N1)OC)OC (E)-2-(trifluoromethyl)benzaldehyde O-{2,6-bis[(4,6-dimethoxypyrimidin-2-yl)oxy]benzoyl}oxime